O[C@H]1CN(C[C@@H]1O)C1=NC(=CC(=C1)C=1C=C(C=CC1C)NC(=O)N1C[C@@H](CC1)CC(F)(F)F)N1CCOCC1 (S)-N-(3-(2-((3S,4S)-3,4-dihydroxypyrrolidin-1-yl)-6-morpholinopyridin-4-yl)-4-methylphenyl)-3-(2,2,2-trifluoroethyl)pyrrolidine-1-carboxamide